[Br-].C(CCCCCCCC)[NH2+]C(=O)O nonyl-carboxyl-ammonium bromide